P(=O)(O)(O)O.FC1=NC=CC=C1 2-fluoropyridine phosphate